F[Si](C1=CC=CC=C1)(C1=CC=CC=C1)C fluoro(methyl)diphenylsilane